4-[4-bromo-6-(2-chloro-4-trifluoromethyl-phenyl)-3-hydroxy-pyridin-2-yl]-4-oxo-butyric acid ethyl ester C(C)OC(CCC(=O)C1=NC(=CC(=C1O)Br)C1=C(C=C(C=C1)C(F)(F)F)Cl)=O